phytyl sulfate S(=O)(=O)(OC\C=C(/C)\CCC[C@H](C)CCC[C@H](C)CCCC(C)C)[O-]